5-((5-methanesulfonylpyridin-2-yl)methoxy)-1,3,4-thiadiazol-2-amine CS(=O)(=O)C=1C=CC(=NC1)COC1=NN=C(S1)N